benzyl (2S)-2-(cyanomethyl)-4-((7R)-7-(7-fluoro-3,4-dihydroquinolin-1(2H)-yl)-2-((4-methoxy-1-methylpyrrolidin-3-yl)oxy)-5,6,7,8-tetrahydroquinazolin-4-yl)piperazine-1-carboxylate C(#N)C[C@@H]1N(CCN(C1)C1=NC(=NC=2C[C@@H](CCC12)N1CCCC2=CC=C(C=C12)F)OC1CN(CC1OC)C)C(=O)OCC1=CC=CC=C1